C1(=CC=C(C=C1)C1=C(NC2=CC(=CC(=C2C1=O)F)F)C)C1=CC=CC=C1 3-[1,1'-Biphenyl]-4-yl-5,7-difluoro-2-methyl-4(1H)-quinolinone